N=1N(N=C2C1C=CC=C2)C=2C=C(C=C(C2O)C(C)(C)C)CCC(=O)O β-[3-(2H-benzotriazol-2-yl)-4-hydroxy-5-tert-butylphenyl]-propionic acid